N1CC(CC1)CC=1N=CNC1 4-[(pyrrolidin-3-yl)methyl]-1H-imidazole